(2-(2,2-difluorocyclopropyl)-3,5-difluorophenyl)-1,3-dioxolane FC1(C(C1)C1=C(C=C(C=C1F)F)C1OCCO1)F